6-([1,2,4]triazolo[4,3-a]pyrimidin-6-yl)-4-(6-chloroindolin-1-yl)quinazoline N=1N=CN2C1N=CC(=C2)C=2C=C1C(=NC=NC1=CC2)N2CCC1=CC=C(C=C21)Cl